FC1=C(C=CC=C1)[C@H](C(=O)O)CO (S)-2-(2-fluorophenyl)-3-hydroxypropanoic acid